ClC1=C(C=CC=C1[C@]1(NC(N(C(C1)=O)[C@H]1C[C@H](C(CC1)(F)F)C)=N)C)NC(=O)C=1N(C=NC1)CC(F)(F)F N-(2-chloro-3-{(4S)-1-[(1R,3R)-4,4-difluoro-3-methylcyclohexyl]-2-imino-4-methyl-6-oxohexahydropyrimidin-4-yl}phenyl)-3-(2,2,2-trifluoroethyl)imidazole-4-carboxamide